COC1=CC2=C(N(C=N2)C2=CC=C(C(=N2)C=2C=C(C#N)C=CC2)[C@H](C)O)C=C1OC (S)-3-(6-(5,6-dimethoxy-1H-benzo[d]imidazol-1-yl)-3-(1-hydroxyethyl)pyridin-2-yl)benzonitrile